7-(5-Chloro-2-fluorophenyl)-1-{1H-pyrrolo[2,3-b]pyridin-4-yl}-1H,2H,3H-pyrido[3,4-b][1,4]oxazine ClC=1C=CC(=C(C1)C1=CC2=C(OCCN2C2=C3C(=NC=C2)NC=C3)C=N1)F